6-(2-(5-cyclopropyl-3-(dicyclohexylmethyl)isoxazol-4-yl)-7-azaspiro[3.5]non-1-en-7-yl)-4-(trifluoromethyl)quinoline-2-carboxylic acid C1(CC1)C1=C(C(=NO1)C(C1CCCCC1)C1CCCCC1)C1=CC2(C1)CCN(CC2)C=2C=C1C(=CC(=NC1=CC2)C(=O)O)C(F)(F)F